4-nitro-2,6-diethynylpyridine [N+](=O)([O-])C1=CC(=NC(=C1)C#C)C#C